1-azido-3-methyl-3-phenylbutan-2-one N(=[N+]=[N-])CC(C(C)(C1=CC=CC=C1)C)=O